(3R)-5-fluoro-3,7-dimethyl-1-[[4-methyl-6-(4-methylimidazol-1-yl)-3-pyridinyl]sulfonyl]indoline FC=1C=C2[C@H](CN(C2=C(C1)C)S(=O)(=O)C=1C=NC(=CC1C)N1C=NC(=C1)C)C